N1C(=CC=2C=NC=CC21)CNC(CN2C(=NC=C(C2=O)NCCCC2=CC=CC=C2)N2CCOCC2)=O N-((1H-pyrrolo[3,2-c]pyridine-2-yl)methyl)-2-(2-morpholino-6-oxo-5-((3-phenylpropyl)amino)pyrimidin-1(6H)-yl)acetamide